COC(CC)OCC\C=C/CC (Z)-1-(1-methoxypropoxy)-hex-3-ene